Cl.N1=CC=C(C=C1)C=1C=C(C=C(C1)CNCCCNCCCN)CNCCCNCCCN N1,N1'-((5-(pyridin-4-yl)-1,3-phenylene)bis(methylene))bis(N3-(3-aminopropyl)propane-1,3-diamine), hydrochloride salt